O[C@H]1[C@@H](O[C@@H]([C@H]1O)CO)N1C(NC(C=C1)=O)=O 1-((2R,3R,4S,5R)-3,4-dihydroxy-5-(hydroxymethyl)tetrahydrofuran-2-yl)pyrimidine-2,4(1H,3H)-dione